C(CCC)[Sn](=O)CCCC Dibutyl-oxostannane